6-chloro-N-(3-chloropyridin-2-yl)pyrimidine-4-amine ClC1=CC(=NC=N1)NC1=NC=CC=C1Cl